methylamino-4-(2-hydroxyethyl)aminoanthraquinone CNC1=CC=C(C=2C(C3=CC=CC=C3C(C12)=O)=O)NCCO